tetradecatrienamide C(C=CC=CC=CCCCCCCC)(=O)N